ClC=1C=CC=C2C=C(NC12)C(=O)N1CC2(CC1C(=O)N[C@H](C(=O)OC)C[C@H]1C(NCCC1)=O)CCC(CC2)(F)F (2S)-methyl 2-(2-(7-chloro-1H-indole-2-carbonyl)-8,8-difluoro-2-azaspiro[4.5]decane-3-carboxamido)-3-((S)-2-oxopiperidin-3-yl)propanoate